CC1(CN(CCN1)C1=CC2=C(NC(=N2)C2=CC(=C(C(=C2)O)O)OC)C=C1)C 5-(5-(3,3-dimethylpiperazin-1-yl)-1H-benzo[d]imidazol-2-yl)-3-methoxybenzene-1,2-diol